COC1=NC(=NN2C1=C(C=C2)C=2C=CC1=C(N(N=N1)CC(F)(F)F)C2)NCC(C#N)(C)C 3-((4-Methoxy-5-(1-(2,2,2-trifluoroethyl)-1H-benzo[d][1,2,3]triazol-6-yl)pyrrolo[2,1-f][1,2,4]triazin-2-yl)amino)-2,2-dimethylpropanenitrile